diethyl (S)-2-(4-((3-(3-(3-cyclopropylpropoxy)-4-methoxyphenyl)-6-methyl-2-oxotetrahydropyrimidin-1(2H)-yl)methyl)-3-methoxyphenyl)malonate C1(CC1)CCCOC=1C=C(C=CC1OC)N1C(N([C@H](CC1)C)CC1=C(C=C(C=C1)C(C(=O)OCC)C(=O)OCC)OC)=O